C(=CCCCCCCCCCCCCCCCCCC)O Eicosaenol